C(C)(C)(C)OC(=O)N(C1=CC=C(S1)C(=O)O)CC#C 5-((tert-butoxycarbonyl)(prop-2-yn-1-yl)amino)thiophene-2-carboxylic acid